(2S,3S,5R)-3-azido-5-(5-methyl-2,4-dioxo-3,4-dihydropyrimidin-1(2H)-yl)tetrahydrofuran N(=[N+]=[N-])[C@@H]1CO[C@H](C1)N1C(NC(C(=C1)C)=O)=O